N-(2-(2,6-dioxopiperidin-3-yl)-1,3-dioxoisoindol-4-yl)-3-iodopropionamide O=C1NC(CCC1N1C(C2=CC=CC(=C2C1=O)NC(CCI)=O)=O)=O